6-((2S*,3S*)-2-benzyl-3-(difluoromethoxy)azepan-1-yl)-4-morpholinopyridin-2(1H)-one C(C1=CC=CC=C1)[C@@H]1N(CCCC[C@@H]1OC(F)F)C1=CC(=CC(N1)=O)N1CCOCC1 |o1:7,13|